2-((5-(2-(2,4-dimethyl-6-oxohexan-3-yl)-2,6-diazaspiro[3.4]octan-6-yl)-1,2,4-triazin-6-yl)oxy)-N-ethyl-5-fluoro-N-isopropylbenzamide CC(C)C(C(CC=O)C)N1CC2(C1)CN(CC2)C=2N=CN=NC2OC2=C(C(=O)N(C(C)C)CC)C=C(C=C2)F